ClC1=NC2=CC=CC=C2C=C1B(O)O (2-chloro-3-quinolinyl)boronic acid